1H-pyrazole-1-formamidine monohydrochloride Cl.N1(N=CC=C1)C(=N)N